NC1=CC=C(C=C1)C1=NN(C2=C1C(=NC=C2)NCC2=CC(=C(C=C2)C)C)C2CCN(CC2)C(C(C)C)=O 1-(4-(3-(4-aminophenyl)-4-((3,4-dimethylbenzyl)amino)-1H-pyrazolo[4,3-c]pyridin-1-yl)piperidin-1-yl)-2-methylpropan-1-one